[O-2].[Fe+2].[Sm+3].[Co+2] cobalt-samarium-iron oxide